BrC1=CC(=C(C=C1)CCCC(=O)O)Cl 4-(4-bromo-2-chlorophenyl)butanoic acid